(R)-3-[2-Methoxy-4-[N-(2-methylphenylsulfonyl)carbamoyl]benzyl]-1-methyl-N-(4,4,4-trifluoro-2-methylbutyl)indole-5-carboxamide COC1=C(CC2=CN(C3=CC=C(C=C23)C(=O)NC[C@@H](CC(F)(F)F)C)C)C=CC(=C1)C(NS(=O)(=O)C1=C(C=CC=C1)C)=O